(E)-4-oxo-4-phenylbut-2-en-2-yl (((9H-fluoren-9-yl)methoxy)carbonyl)-L-leucinate C1=CC=CC=2C3=CC=CC=C3C(C12)COC(=O)N[C@@H](CC(C)C)C(=O)O\C(\C)=C\C(C1=CC=CC=C1)=O